O[C@H](CNC(=O)N)C (S)-1-(2-hydroxypropyl)urea